pyrimidine-2-carboxylate N1=C(N=CC=C1)C(=O)[O-]